The molecule is a vinca alkaloid cation resulting from the protonation of the two tertiary amino groups of vincristine. Major species at pH 7.3. It has a role as an antineoplastic agent. It is a conjugate acid of a vincristine. CC[C@@]1(C[C@@H]2C[C@@](C3=C(CC[NH+](C2)C1)C4=CC=CC=C4N3)(C5=C(C=C6C(=C5)[C@]78CC[NH+]9[C@H]7[C@@](C=CC9)([C@H]([C@@]([C@@H]8N6C=O)(C(=O)OC)O)OC(=O)C)CC)OC)C(=O)OC)O